ClC1=CC(=C(C=C1SC(C1=CC=CC=C1)(C1=CC=CC=C1)C1=CC=CC=C1)N1C(NC(=CC1=O)C(F)(F)F)=O)F 3-[4-chloro-2-fluoro-5-(tritylthio)phenyl]-6-(trifluoromethyl)pyrimidine-2,4(1H,3H)-dione